silver lead-zinc [Zn].[Pb].[Ag]